bis(2-(sulfosuccinimidyloxycarbonyloxy) ethyl) sulfone S(=O)(=O)(O)C1C(=O)N(C(C1)=O)OC(=O)OCCS(=O)(=O)CCOC(=O)ON1C(C(CC1=O)S(=O)(=O)O)=O